(S)-N-(4-(4-amino-7-iodo-1-isopropyl-1H-pyrazolo[4,3-c]pyridin-3-yl)-2-(1-(4-fluorophenyl)ethoxy)phenyl)-1,1-difluoromethanesulfonamide NC1=NC=C(C2=C1C(=NN2C(C)C)C2=CC(=C(C=C2)NS(=O)(=O)C(F)F)O[C@@H](C)C2=CC=C(C=C2)F)I